di(1-methylcyclohexyl) peroxide CC1(CCCCC1)OOC1(CCCCC1)C